(3R,5S)-4,4-difluoro-3,5-dimethyl-piperidine hydrochloride Cl.FC1([C@@H](CNC[C@@H]1C)C)F